C(#N)C=1C=C(C=CC1)C1=NN2C(N=C(C=C2)NCCN2CCN(CC2)C2=CC=CC=C2)=C1C#N 2-(3-cyanophenyl)-5-[2-(4-phenylpiperazin-1-yl)ethylamino]pyrazolo[1,5-a]pyrimidine-3-carbonitrile